calcium bis(trifluoromethanesulfonyl)amide FC(S(=O)(=O)[N-]S(=O)(=O)C(F)(F)F)(F)F.[Ca+2].FC(S(=O)(=O)[N-]S(=O)(=O)C(F)(F)F)(F)F